C=CC.[Ti] titanium compound with propylene